(S)-1'-(3-(1-phenylcyclopropyl)-1H-pyrazolo[3,4-b]pyrazin-6-yl)-1,3-dihydrospiro[indene-2,4'-piperidine]-1-amine C1(=CC=CC=C1)C1(CC1)C1=NNC2=NC(=CN=C21)N2CCC1(CC2)[C@@H](C2=CC=CC=C2C1)N